C[C@@H]1N(C[C@H](NC1)C)C1=CC=C(C=C1)C(F)(F)F (2S,5R)-2,5-dimethyl-1-[4-(trifluoromethyl)phenyl]piperazine